FC1=C(C=CC=C1C1(CC1)CO)C(C)NC1=NC(=NC2=CC3=C(C=C12)N(C(C3(C)C)=O)C)C 4-((1-(2-fluoro-3-(1-(hydroxymethyl)cyclopropyl)phenyl)ethyl)amino)-2,6,8,8-tetramethyl-6,8-dihydro-7H-pyrrolo[2,3-g]quinazolin-7-one